FC(C(=O)O)(F)F.C(CC)(=O)O propionic acid trifluoroacetate